F\C=C\C(F)(F)F E-1,3,3,3-tetrafluoropropene